C(C)(=O)N1CC(C1)(OC)CC(=O)N1[C@@H](C[C@H](C1)F)C(=O)N[C@H](C1=CC=C(C=C1)C(C)C)C1=CC=CC=C1 (2S,4R)-1-[2-(1-acetyl-3-methoxyazetidin-3-yl)acetyl]-4-fluoro-N-[(S)-phenyl[4-(propan-2-yl)phenyl]methyl]pyrrolidine-2-carboxamide